dihydrothiazole zinc(II) 3,5,5-trimethylhexanoate CC(CC(=O)[O-])CC(C)(C)C.[Zn+2].S1CNC=C1.CC(CC(=O)[O-])CC(C)(C)C